4-(2-(3,4-Dimethoxyphenyl)-3-(tetrahydro-2H-pyran-4-yl)-1H-indol-5-yl)piperidine-1-carboxylic acid tert-butyl ester C(C)(C)(C)OC(=O)N1CCC(CC1)C=1C=C2C(=C(NC2=CC1)C1=CC(=C(C=C1)OC)OC)C1CCOCC1